4-(tritylthio)piperidine-1-carboxylic acid tert-butyl ester C(C)(C)(C)OC(=O)N1CCC(CC1)SC(C1=CC=CC=C1)(C1=CC=CC=C1)C1=CC=CC=C1